tri(3,3,3-trifluoropropyl)-trimethylcyclotrisiloxane FC(CC[Si]1(O[Si](O[Si](O1)(C)CCC(F)(F)F)(C)CCC(F)(F)F)C)(F)F